C1(=CC=CC=C1)OC=O anisolone